7'-(3-fluorobicyclo[1.1.1]pentan-1-yl)-2'-((6-methylbenzo[c][1,2,5]thiadiazol-5-yl)amino)spiro[cyclopropane-1,5'-pyrrolo[2,3-d]pyrimidin]-6'(7'H)-one FC12CC(C1)(C2)N2C(C1(C3=C2N=C(N=C3)NC3=CC=2C(=NSN2)C=C3C)CC1)=O